CC1(OCC(O1)[C@H](C(C(=O)OCC)(F)F)O)C ethyl (3R)-3-(2,2-dimethyl-1,3-dioxolan-4-yl)-2,2-difluoro-3-hydroxypropionate